CC=1N(C=CN1)CC#C 2-methyl-1-(prop-2-yn-1-yl)-1H-imidazole